1-(2-(5-(benzo[d][1,3]dioxol-5-yl)-1H-imidazol-2-yl)piperidin-1-yl)-2-(methylthio)propan-1-one O1COC2=C1C=CC(=C2)C2=CN=C(N2)C2N(CCCC2)C(C(C)SC)=O